(R)-3-(4-((4-(cyclopropylamino)-5-(trifluoromethyl)pyrimidin-2-yl)amino)-1H-indazol-1-yl)-3-methyldihydrofuran-2(3H)-one C1(CC1)NC1=NC(=NC=C1C(F)(F)F)NC1=C2C=NN(C2=CC=C1)[C@]1(C(OCC1)=O)C